ClC1=NC2=C(C=C(C=C2C(=N1)N1C[C@@]2(CC[C@H](C1)N2C(=O)OC(C)(C)C)C)F)F tert-butyl (1S,5R)-3-(2-chloro-6,8-difluoroquinazolin-4-yl)-1-methyl-3,8-diazabicyclo[3.2.1]octane-8-carboxylate